1-[5-(2-fluorophenyl)-1-[(pyridin-3-yl)sulfonyl]-1H-pyrrol-3-yl]-N-methylmethylamine FC1=C(C=CC=C1)C1=CC(=CN1S(=O)(=O)C=1C=NC=CC1)CNC